C(C)C1=CC=C(C(=C1)O)C 5-ethyl-2-cresol